3-(4'-fluoro-[1,1'-biphenyl]-4-yl)propanoic acid FC1=CC=C(C=C1)C1=CC=C(C=C1)CCC(=O)O